N-[1-(5-bromo-2-methyl-pyrazol-3-yl)-4-piperidyl]-6-(difluoromethoxy)-N-(4-methoxy-3-pyridyl)pyridin-3-amine BrC=1C=C(N(N1)C)N1CCC(CC1)N(C=1C=NC(=CC1)OC(F)F)C=1C=NC=CC1OC